(S)-3-(4-(2-cyclopentyl-2-(3-methylisoxazole-4-carboxamido)acetamido)phenyl)-2,4-dimethylpyridine 1-oxide C1(CCCC1)[C@@H](C(=O)NC1=CC=C(C=C1)C=1C(=[N+](C=CC1C)[O-])C)NC(=O)C=1C(=NOC1)C